tert-butyl 4-(6-oxo-1,6-dihydropyrimidin-2-yl)-2-azabicyclo[2.1.1]hexane-2-carboxylate O=C1C=CN=C(N1)C12CN(C(C1)C2)C(=O)OC(C)(C)C